Diboron anthracene C1=CC=CC2=CC3=CC=CC=C3C=C12.[B].[B]